triethyl 2-hydroxypropane-1,2,3-tricarboxylate OC(CC(=O)OCC)(CC(=O)OCC)C(=O)OCC